NC1=NC2=C(N1C1(CN(CC1)CCOC1=C(C=NN1C)C1=CC(=CN(C1=O)C)C(=O)O)C)C=C(C=C2)Br 5-(5-{2-[3-(2-amino-6-bromo-1,3-benzodiazol-1-yl)-3-methylpyrrolidin-1-yl]ethoxy}-1-methylpyrazol-4-yl)-1-methyl-6-oxopyridine-3-carboxylic acid